C1(=CC=CC=2CCCCC12)NC1=CC=CC=2CCCCC12 bis(5,6,7,8-tetrahydronaphthalen-1-yl)amine